ethyl 1-methyl-1,6-dihydropyrrolo[2,3-c]pyrazole-5-carboxylate CN1N=CC2=C1NC(=C2)C(=O)OCC